C(C)OC1=C(C=CC=C1)S(=O)(=O)NC(=O)C=1OC2=C(C1)C(=CC(=C2)N2C(CC2)CNC(OC)=O)F Methyl {[1-{2-[(2-ethoxybenzene-1-sulfonyl)carbamoyl]-4-fluoro-1-benzofuran-6-yl}azetidin-2-yl]methyl}carbamate